ClC=1C(=C(CN2[C@@H](C[C@@](CC2)(C(=O)O)CC2=NC(=CC(=C2F)C2(CCC2)O)NC2=NNC(=C2)C)C)C=CC1)F (2R,4R)-1-(3-chloro-2-fluorobenzyl)-4-((3-fluoro-4-(1-hydroxy-cyclobutyl)-6-((5-methyl-1H-pyrazol-3-yl)amino)pyridin-2-yl)meth-yl)-2-methylpiperidine-4-carboxylic acid